O=C1OC(CN1)CNC(OC(C)(C)C)=O tert-butyl N-[(2-oxooxazolidin-5-yl)methyl]carbamate